2-chloro-N-methyl-5-(1-methyl-1H-1,2,3-triazol-4-yl)pyridin-4-amine ClC1=NC=C(C(=C1)NC)C=1N=NN(C1)C